(benzo[d]thiazol-2-yl)bicyclo[2.2.2]octane-1-carboxylic acid methyl ester COC(=O)C12C(CC(CC1)CC2)C=2SC1=C(N2)C=CC=C1